4H,5H,6H,7H-pyrazolo[1,5-a]pyrazine-2-carbonitrile N1=C(C=C2N1CCNC2)C#N